N1=CC=C2N1C=CC(=C2)B(O)O pyrazolo[1,5-a]pyridin-5-ylboronic acid